4'-((5-bromo-2-((2-methoxy-4-(7-methyl-2,7-diazaspiro[3.5]nonan-2-yl)phenyl)amino)pyrimidin-4-yl)oxy)-2'-methylspiro[cyclopropane-1,1'-isoindolin]-3'-one BrC=1C(=NC(=NC1)NC1=C(C=C(C=C1)N1CC2(C1)CCN(CC2)C)OC)OC2=C1C(N(C3(C1=CC=C2)CC3)C)=O